3-(5-(((1R,5S,6r)-3-azabicyclo[3.1.0]hexan-6-yl)methoxy)-6-methylpyrazin-2-yl)-1H-indole-7-carbonitrile [C@H]12CNC[C@@H]2C1COC=1N=CC(=NC1C)C1=CNC2=C(C=CC=C12)C#N